(1r,4S)-N1-((S)-1-(4-((2-chloro-7-((S)-1-methoxyethyl)-[1,2,4]triazolo[1,5-a]pyrimidin-6-yl)amino)phenyl)-2,2,2-trifluoroethyl)-N1,N4,N4-trimethylcyclohexane-1,4-dicarboxamide ClC1=NN2C(N=CC(=C2[C@H](C)OC)NC2=CC=C(C=C2)[C@H](C(F)(F)F)N(C(=O)C2CCC(CC2)C(=O)N(C)C)C)=N1